1-[1-(tert-butoxycarbonyl)azetidin-3-yl]-4-(2,3-dichloro-6-[[2-(trimethylsilyl)ethoxy]methoxy]phenyl)-3-methyl-2-oxopyrrolidine-3-carboxylic acid C(C)(C)(C)OC(=O)N1CC(C1)N1C(C(C(C1)C1=C(C(=CC=C1OCOCC[Si](C)(C)C)Cl)Cl)(C(=O)O)C)=O